(S)-4-amino-5-(tert-Butoxy)-5-oxopentanoic acid N[C@@H](CCC(=O)O)C(=O)OC(C)(C)C